C(C)(C)(C)[Si](OC1CN(C1)C(=O)NCCOC1OCCCC1)(C)C 3-{[tert-butyldi(methyl)silyl]oxy}-N-{2-[(oxane-2-yl)oxy]ethyl}azetidine-1-carboxamide